2-naphthoylamino-5-(5-nitrothiophen-2-yl)methyleneaminothiophene-3,4-dicarboxylic acid diethyl ester C(C)OC(=O)C1=C(SC(=C1C(=O)OCC)N=CC=1SC(=CC1)[N+](=O)[O-])NC(=O)C1=CC2=CC=CC=C2C=C1